CN1CC(CCC1)C(=O)OCCOCCOCCOCCOCC(COCCCCCCCC(OC(CCCCCCCC)CCCCCCCC)=O)OCCCCCCCC(=O)OC(CCCCCCCC)CCCCCCCC 2-[2-[2-[2-[2,3-bis[8-(1-octylnonoxy)-8-oxo-octoxy]propoxy]ethoxy]ethoxy]ethoxy]ethyl 1-methylpiperidine-3-carboxylate